(S)-1-(4-Methoxy-benzenesulfonyl)-pyrrolidine-2-carboxylic acid benzooxazol-6-ylmethyl-(4,4-difluoro-cyclohexyl)-amide O1C=NC2=C1C=C(C=C2)CN(C(=O)[C@H]2N(CCC2)S(=O)(=O)C2=CC=C(C=C2)OC)C2CCC(CC2)(F)F